4-((2-octyldecanoyl)oxy)butanoic acid C(CCCCCCC)C(C(=O)OCCCC(=O)O)CCCCCCCC